2,5-divinyl-terephthalic acid C(=C)C1=C(C(=O)O)C=C(C(=C1)C(=O)O)C=C